(E)-3-(3-bromo-1-(3-chloro-2-pyridinyl)-1H-pyrazol-5-yl)acrylic acid BrC1=NN(C(=C1)/C=C/C(=O)O)C1=NC=CC=C1Cl